(Z)-3-benzylidene-2-(methyl-[2-pyridyl]amino)-5-phenylisoindolin-1-one C(/C1=CC=CC=C1)=C\1/N(C(C2=CC=C(C=C12)C1=CC=CC=C1)=O)N(C1=NC=CC=C1)C